CC(CC=CB(O)O)C 4-METHYL-1-PENTENYLBORONIC ACID